C[C@@H]1CN(C[C@@H](O1)C)C(=O)C=1C2=C(N(N1)CC(=O)N1CCC(CC1)C1=C(C=CC(=C1)F)C)CCC2 2-{3-[(2R,6S)-2,6-dimethylmorpholine-4-carbonyl]-5,6-dihydrocyclopenta[c]pyrazol-1(4H)-yl}-1-[4-(5-fluoro-2-methylphenyl)piperidin-1-yl]ethan-1-one